CC([O-])CC.CC([O-])CC.CC([O-])CC.[Al+3] aluminum tri-secbutylate